FC=1C=C(C=CC1F)C1=NC(=C2C(=N1)N(N=C2)C2=CC=C(C=C2)OC)NC(=O)C=2SC(=CC2)[N+](=O)[O-] N-(6-(3,4-difluorophenyl)-1-(4-methoxyphenyl)-1H-pyrazolo[3,4-d]pyrimidin-4-yl)-5-nitrothiophene-2-carboxamide